5-(1-acetylpiperidin-4-yl)-1,3,4-thiadiazol C(C)(=O)N1CCC(CC1)C1=NN=CS1